CC1CCC(CC1)N1N=C2C[C@H](C3=C(C2=C1)ON=C3[C@](C(F)(F)F)(C)O)C (1R,4r)-1-methyl-4-((R)-4-methyl-3-((S)-1,1,1-trifluoro-2-hydroxypropan-2-yl)-4,5-dihydro-7H-isoxazolo[5,4-e]indazol-7-yl)cyclohexane